OCC(=O)[O-].OCC(=O)[O-].OCC(=O)[O-].[Fe+3] iron tris-(α-hydroxyacetate)